BrC=1C=C(C(=NC1)NC1=CC=C(C=C1)CN1CCC(CC1)NC(OC(C)(C)C)=O)[N+](=O)[O-] tert-butyl N-[1-[[4-[(5-bromo-3-nitro-2-pyridyl)amino]phenyl]methyl]-4-piperidyl]carbamate